FC(C=1C=C2C=NC(=NC2=C(C1)C1CC2(C1)CN(CC2)CC(CO)(F)F)NC2CCN(CC2)S(=O)(=O)C)F 3-(2-(6-(difluoromethyl)-2-((1-(methylsulfonyl)piperidin-4-yl)amino)quinazolin-8-yl)-6-azaspiro[3.4]octan-6-yl)-2,2-difluoropropan-1-ol